C(=O)(O)C=1C=C2C(C(=[N+](C2=CC1)CC)\C=C/1\C(C(=C1[O-])\C=C\1/N(C2=CC=C(C=C2C1(C)C)C(=O)O)CC)=C(C#N)C#N)(C)C (Z)-4-((5-carboxy-1-ethyl-3,3-dimethyl-3H-indol-1-ium-2-yl)methylene)-2-(((Z)-5-carboxy-1-ethyl-3,3-dimethylindolin-2-ylidene)methyl)-3-(dicyanomethylene)cyclobut-1-en-1-olate